4-[(1S)-1-[[1-(2-Phenoxyethylamino)cyclobutanecarbonyl]amino]ethyl]benzoic acid, hydrochloride Cl.O(C1=CC=CC=C1)CCNC1(CCC1)C(=O)N[C@@H](C)C1=CC=C(C(=O)O)C=C1